N1=C(C=CC=C1)NC=C(C(=O)OCC)C(=O)[O-] ethyl 2-{[(pyridin-2-yl)amino]methylidene}propanedioate